1-[(2-chloro-5-thiazolyl)methyl]-4,5-dihydro-N-nitro-1H-imidazol-2-amine ClC=1SC(=CN1)CN1C(=NCC1)N[N+](=O)[O-]